C(C)(C)(C)OC(=O)NC(C(CC(=O)OC)=O)C1=C(C=C(C=C1)F)F methyl 4-((tert-butoxycarbonyl) amino)-4-(2,4-difluorophenyl)-3-oxobutanoate